C(C)(=O)C1=C(C=C2C(C(CC(C2=C1)(C)C)C)(C)C)C 7-Acetyl-1,1,3,4,4,6-hexamethyltetralin